3-fluoro-4,5,6,7-tetrahydrobenzothiophen-5-amine FC1=CSC2=C1CC(CC2)N